ClC(CC1CC1)C1=CC=C(C=C1)[C@H](C)NC=1N=CC2=C(N(C(OC2)=O)CC)N1 7-[[(1S)-1-[4-(1-chloro-2-cyclopropyl-ethyl)phenyl]ethyl]amino]-1-ethyl-4H-pyrimido[4,5-d][1,3]oxazin-2-one